O1C[C@@H](NCCC1)C=1C=C(C=CC1)NC(=O)C1=C(N=CN(C1=O)C1=C(C=CC=C1Cl)Cl)N (S)-N-(3-(1,4-oxazepan-3-yl)phenyl)-4-amino-1-(2,6-dichlorophenyl)-6-oxo-1,6-dihydropyrimidine-5-carboxamide